8-((2-hydroxyethyl)amino)caprylic heptadecan-9-yl ester CCCCCCCCC(CCCCCCCC)OC(CCCCCCCNCCO)=O